OCC1=CCC2C1C(OC=C2C(=O)OC)OC methyl 7-(hydroxymethyl)-1-methoxy-1,4a,5,7a-tetrahydrocyclopenta[c]pyran-4-carboxylate